BrC1=CC2=CN(N=C2C=C1OC)[C@@H]1[C@H]([C@@H](CCC1)O)C |o1:12,13,14| rel-(1r,2r,3s)-3-(5-bromo-6-methoxy-2H-indazol-2-yl)-2-methylcyclohexane-1-ol